3-amino-3-cyclopropyl-2,2-difluoro-propan-1-ol NC(C(CO)(F)F)C1CC1